3-(cyanomethyl)-N-ethyl-2-methoxybenzamide C(#N)CC=1C(=C(C(=O)NCC)C=CC1)OC